[NH4+].S(=O)([O-])[O-].[NH4+] Sulphite Ammonium